FC=1C=C(C(=NC1)CC=1C(C2=CC=CC=C2C(C1CCC)=O)=O)C ((5-fluoro-3-methylpyridin-2-yl)methyl)-3-propylnaphthalene-1,4-dione